methanesulfonic acid 2,2-dimethyltetrahydro-2H-pyran-4-yl ester CC1(OCCC(C1)OS(=O)(=O)C)C